CC1(OCC(CO1)COS(=O)(=O)C1=CC=C(C=C1)C)C (2,2-dimethyl-1,3-dioxan-5-yl)methyl-4-methylbenzenesulfonate